(2S,4r)-1-[(2S)-2-(4-cyclopropyl-triazol-1-yl)-3,3-dimethyl-butyryl]-4-hydroxy-N-[[1-(4-methoxyphenyl)pyrazol-3-yl]methyl]pyrrolidine-2-carboxamide C1(CC1)C=1N=NN(C1)[C@H](C(=O)N1[C@@H](C[C@H](C1)O)C(=O)NCC1=NN(C=C1)C1=CC=C(C=C1)OC)C(C)(C)C